5-(3-(5-(tert-butyl)-4-methyloxazol-2-yl)cyclopentyl)-1H-pyrazol-3-amine C(C)(C)(C)C1=C(N=C(O1)C1CC(CC1)C1=CC(=NN1)N)C